2-[BUTYL(CYCLOPROPYL)AMINO]ACETALDEHYDE C(CCC)N(CC=O)C1CC1